BrC=1C(OC2=CC(=CC=C2C1)NCC(F)(F)F)(C)C 3-bromo-2,2-dimethyl-N-(2,2,2-trifluoroethyl)-2H-chromen-7-amine